4-{3-[7-cyclopropyl-6-(1-methylpyrazol-4-yl)-3,4-dihydro-2H-quinolin-1-yl]-4H,5H,6H-pyridin-1-yl}piperidine-1-carboxylate C1(CC1)C1=C(C=C2CCCN(C2=C1)C1=CN(CCC1)C1CCN(CC1)C(=O)[O-])C=1C=NN(C1)C